pyrido(3',2':4,5)pyrrolo(2,3-d)pyrimidin-2-one N=1C(N=CC=2C1N=C1C2C=CC=N1)=O